(±)-cis-N-[8-chloro-6-[2-ethyl-5-oxo-pyrrolidin-1-yl]-3-isoquinolyl]-2-fluoro-cyclopropanecarboxamide ClC=1C=C(C=C2C=C(N=CC12)NC(=O)[C@H]1[C@H](C1)F)N1[C@@H](CCC1=O)CC |&1:19|